4-bromo-2-methylbenzamide BrC1=CC(=C(C(=O)N)C=C1)C